m-tert-butylbenzyl alcohol C(C)(C)(C)C=1C=C(CO)C=CC1